(7-(trimethylgermyl)dibenzo[b,d]furan-4-yl)boronic acid C[Ge](C1=CC2=C(C3=C(O2)C(=CC=C3)B(O)O)C=C1)(C)C